C1(CC1)NS(=O)(=O)C1=CC=C(C=C1)NC(=O)C=1C=CC2=C(N(C(=N2)C(C(F)(F)F)(C2=CC=C(C=C2)OC)O)CC)C1 N-(4-(N-cyclopropylsulfamoyl)phenyl)-1-ethyl-2-(2,2,2-trifluoro-1-hydroxy-1-(4-methoxyphenyl)ethyl)-1H-benzo[d]imidazole-6-carboxamide